CC1=C(OC(C(=O)O)(C)C)C(=CC(=C1)CCC(=O)C1=CC=C(C=C1)SC)C 2-[2,6-DIMETHYL-4-[3-[4-(METHYLTHIO)PHENYL]-3-OXO-PROPYL]PHENOXY]-2-METHYLPROPANOIC ACID